(S)-4-(2-(4-(2-acetyl-5-chlorophenyl)-3-isopropoxy-6-oxopyridazin-1(6H)-yl)-3-phenylpropanamido)benzoic acid C(C)(=O)C1=C(C=C(C=C1)Cl)C=1C(=NN(C(C1)=O)[C@H](C(=O)NC1=CC=C(C(=O)O)C=C1)CC1=CC=CC=C1)OC(C)C